ClC1=C(C=C(C(=O)NCN2N=CC3=CC(=CC=C23)C2CC2)C=C1)C 4-chloro-N-((5-cyclopropyl-1H-indazol-yl)methyl)-3-methylbenzamide